(3S)-4-(11-(2,4-difluorophenyl)-6-oxo-10-(trifluoromethyl)-3,4-dihydro-2H,6H-[1,4]thiazepino[2,3,4-ij]quinazolin-8-yl)-3-methylpiperazine-1-carboxylate FC1=C(C=CC(=C1)F)C1=C(C=C2C(=NC(N3C2=C1SCCC3)=O)N3[C@H](CN(CC3)C(=O)[O-])C)C(F)(F)F